CC1(C(C1(C)C)C(=O)NC1=NC=CC(=C1)C(=O)NCC(F)(F)F)C 2-[(2,2,3,3-tetramethylcyclopropanecarbonyl)amino]-N-(2,2,2-trifluoroethyl)pyridine-4-carboxamide